C1NCC12CCC(CC2)OCCOC(C)=O.NC2=C(C1=CC=CC=C1C(=C2)OCC2=CC=CC=C2)NC(CN(C2=CC=CC=C2)C)=O N-(2-amino-4-(benzyloxy)naphthalen-1-yl)-2-(methyl-(phenyl)amino)acetamide 2-((2-azaspiro[3.5]non-7-yl)oxy)ethyl-acetate